C12CN(CC(C1)C2)C2=C(C(=NC=1N2N=CN1)C)CC1=CC=C(C=C1)[SH2](=O)C=N {4-[(7-{3-azabicyclo[3.1.1]heptan-3-yl}-5-methyl-[1,2,4]triazolo[1,5-a]pyrimidin-6-yl)methyl]phenyl}(imino)methyl-λ6-sulfanone